(2S,4r)-1-[(2S)-2-(4-cyclopropyl-triazol-1-yl)-3,3-dimethyl-butyryl]-N-[[6-(3,4-dihydro-2H-quinolin-1-yl)-3-pyridinyl]methyl]-4-hydroxy-pyrrolidine-2-carboxamide C1(CC1)C=1N=NN(C1)[C@H](C(=O)N1[C@@H](C[C@H](C1)O)C(=O)NCC=1C=NC(=CC1)N1CCCC2=CC=CC=C12)C(C)(C)C